C(CCC)S(=O)(=O)N[C@@H](CC1=CC=C(C=C1)OC1CCNCC1)C(=O)O N-(butylsulfonyl)-O-(4-piperidyl)-L-tyrosine